tert-butyl (S)-2-(6-chloro-2-(5-methylpyrazine-2-carbonyl)-1,2,3,4-tetrahydroisoquinolin-8-yl)pyrrolidine-1-carboxylate ClC=1C=C2CCN(CC2=C(C1)[C@H]1N(CCC1)C(=O)OC(C)(C)C)C(=O)C1=NC=C(N=C1)C